2-((2-((5-Chloro-2-(4-chloro-1H-1,2,3-triazol-1-yl)phenyl)amino)-2-oxoethyl)amino)-3-(3-fluorophenyl)propanoic acid tert-butyl ester C(C)(C)(C)OC(C(CC1=CC(=CC=C1)F)NCC(=O)NC1=C(C=CC(=C1)Cl)N1N=NC(=C1)Cl)=O